((4,4-difluoropyrrolidin-3-yl) methyl) carbamate C(N)(OCC1CNCC1(F)F)=O